C(C)(C)(C)OC(=O)N[C@H](C(N[C@H](C(N[C@H](C(=O)OCC1=CC=CC=C1)C)=O)C(C)C)=O)CCC(N[C@H](C(N[C@H](C(=O)OCC1=CC=CC=C1)C)=O)C(C)C)=O Dibenzyl (2S,5S,8S,13S,16S)-8-[(tert-butoxycarbonyl)amino]-2,16-dimethyl-4,7,11,14-tetraoxo-5,13-di(propan-2-yl)-3,6,12,15-tetraazaheptadecane-1,17-dioate